C1(CCCCCCCCCCCCO1)=O TRIDECANOLACTONE